3,3'-(1,2-ethanediylbis(oxy))bis-1-propanol tert-butyl-(R)-3-(2-fluoro-4-(5-methyl-1,3,4-thiadiazol-2-yl)-N-(8-methylisoquinolin-1-yl)benzamido)piperidine-1-carboxylate formate salt C(=O)O.C(C)(C)(C)[C@H]1N(CCCC1N(C(C1=C(C=C(C=C1)C=1SC(=NN1)C)F)=O)C1=NC=CC2=CC=CC(=C12)C)C(=O)OCCCOCCOCCCO